ClC=1C=C(OC2C(C(C2(C)C)NC(=O)C=2C=CC(=NC2)N2CCN(CC2)CCCOC=2C=CC(=NC2)C(=O)N[C@H]2C(NC(CC2)=O)=O)(C)C)C=CC1C#N |r| rac-5-(3-(4-(5-(((1r,3r)-3-(3-chloro-4-cyanophenoxy)-2,2,4,4-tetramethylcyclobutyl)carbamoyl)pyridin-2-yl)piperazin-1-yl)propoxy)-N-(2,6-dioxopiperidin-3-yl)picolinamide